dimethyl dodecanedioate (dodecanedioate) C(CCCCCCCCCCC(=O)O)(=O)O.C(CCCCCCCCCCC(=O)OC)(=O)OC